1,2-dioleyl-glycerol C(CCCCCCC\C=C/CCCCCCCC)OCC(OCCCCCCCC\C=C/CCCCCCCC)CO